CC(C(CCCCC)=O)=N octanedione imine